methyl 3-((4-(methoxymethoxy) phenyl) (pyridin-3-yl) amino)-3-oxopropanoate COCOC1=CC=C(C=C1)N(C(CC(=O)OC)=O)C=1C=NC=CC1